1-chloro-8-fluorobenzo[4,5]Thieno[2,3-c]Pyridine ClC1=NC=CC2=C1SC1=C2C=CC=C1F